FC(C(=C(C(C(C(C(F)(F)F)(F)F)(F)F)(F)F)F)F)(F)F perfluoro(2-heptene)